BrC=1C=C(C(=C(C1)CNCCCNCCCCNCCCNCC1=C(C=CC2=CC=CC=C12)O)O)OC 1-(16-(5-bromo-2-hydroxy-3-methoxyphenyl)-2,6,11,15-tetraazahexadecyl)naphthalen-2-ol